4-(3-((2-((4-(5-methyl-2,5-diazabicyclo[2.2.1]heptan-2-yl)phenyl)amino)-5-(trifluoromethyl)pyridin-4-yl)amino)propyl)-1,4-oxazepan-5-one CN1C2CN(C(C1)C2)C2=CC=C(C=C2)NC2=NC=C(C(=C2)NCCCN2CCOCCC2=O)C(F)(F)F